FC1=CC=C(C=N1)C1CCN(C(O1)=O)C1=NC(=NN1)C1=CC=NC=C1 6-(6-fluoropyridin-3-yl)-3-(3-(pyridin-4-yl)-1H-1,2,4-triazol-5-yl)-1,3-oxazinan-2-one